[2-(4-butan-2-ylsulfanyl-2,5-dimethoxyphenyl)ethyl]hydroxylamine CC(CC)SC1=CC(=C(C=C1OC)CCNO)OC